1-[(3S*,4R*)-4-(4,6-difluoro-2,3-dihydrobenzo-furan-5-yl)-2-oxopyrrolidin-3-yl]-3-(4-fluoro-phenyl)urea FC1=C(C(=CC2=C1CCO2)F)[C@H]2[C@@H](C(NC2)=O)NC(=O)NC2=CC=C(C=C2)F |o1:11,12|